COC1=C(C=CC=C1)CC#N 2-methoxyphenylacetonitrile